2-(6-oxa-1-aza-spiro[3.4]oct-1-yl)-benzothiazole-5-carboxylic acid (2,3-dihydro-benzofuran-5-yl)-amide O1CCC2=C1C=CC(=C2)NC(=O)C=2C=CC1=C(N=C(S1)N1CCC13COCC3)C2